(S)-4-(2-(4-(2-Acetyl-5-chlorophenyl)-5-methoxy-2-oxopyridinium-1(2H)-yl)-3-Phenylpropionamido)benzoic acid C(C)(=O)C1=C(C=C(C=C1)Cl)C1=CC([NH+](C=C1OC)[C@H](C(=O)NC1=CC=C(C(=O)O)C=C1)CC1=CC=CC=C1)=O